(S)-3-(4-cyanophenyl)-N-((2S,4S,5S)-5-(2-(2,6-dimethylphenoxy)acetamido)-4-hydroxy-1,6-diphenylhexan-2-yl)-2-(2-oxotetrahydropyrimidin-1(2H)-yl)propanamide C(#N)C1=CC=C(C=C1)C[C@@H](C(=O)N[C@@H](CC1=CC=CC=C1)C[C@@H]([C@H](CC1=CC=CC=C1)NC(COC1=C(C=CC=C1C)C)=O)O)N1C(NCCC1)=O